6-cyclopropyl-5-fluoro-N-(4-(methylsulfonyl)but-3-en-2-yl)-4-phenoxynicotinamide C1(CC1)C1=NC=C(C(=O)NC(C)C=CS(=O)(=O)C)C(=C1F)OC1=CC=CC=C1